FC=1C=CC(=NC1)CNC1=NC=NC2=C(C=C(C=C12)C=1SC(=CN1)C)OC N-((5-fluoropyridin-2-yl)methyl)-8-methoxy-6-(5-methylthiazol-2-yl)quinazolin-4-amine